C(CC)(=O)ON1N=C(C(=C1)Cl)C methyl-(4-chloro-1H-pyrazol-1-yl) propionate